N-(3-Fluoro-7-(hydroxymethylene)-4-methyl-8-oxo-5,6,7,8-tetrahydronaphthalen-1-yl)acetamide FC=1C=C(C=2C(C(CCC2C1C)=CO)=O)NC(C)=O